(1R,2S)-5'-methoxy-2-(3-{[3-methoxy-6-(oxetan-3-yl)pyrazin-2-yl]amino}-1H-indazol-6-yl)-1'H-spiro[cyclopropane-1,3'-indol]-2'-one COC=1C=C2[C@]3(C(NC2=CC1)=O)[C@@H](C3)C3=CC=C1C(=NNC1=C3)NC3=NC(=CN=C3OC)C3COC3